ClC1=C(C(=O)C2=CC=CC=C2)C=CC(=C1)Cl 2,4-dichloro-benzophenone